[Br-].[Br-].C(CCCCCCCCCCCCCCC)[N+](CCCC[N+](C)(C)CCCCCCCCCCCCCCCC)(C)C N,N'-dihexadecyl-N,N,N',N'-tetramethylbutane-1,4-diaminium dibromide